1-(tert-butyl) 3-methyl (3R,6R)-6-methylpiperazine-1,3-dicarboxylate C[C@@H]1CN[C@H](CN1C(=O)OC(C)(C)C)C(=O)OC